2-(2,4-dichlorobenzyl)-5-methyl-4-(4-methylphenyl)imidazole ClC1=C(CC=2NC(=C(N2)C2=CC=C(C=C2)C)C)C=CC(=C1)Cl